ethyl 2-acetamido-6-bromo-7-hydroxybenzo[b]thiophene-3-carboxylate C(C)(=O)NC1=C(C2=C(S1)C(=C(C=C2)Br)O)C(=O)OCC